CN1N=C(C=C1)CNC1=CC=C2C(=CC(OC2=C1)=O)C1=C(C=CC=C1)C 7-(((1-methyl-1H-pyrazol-3-yl)methyl)amino)-4-(o-tolyl)-2H-chromen-2-one